C(#N)CC1N(CCNC1)C(=O)[O-] 2-(cyanomethyl)piperazin-1-formate